tri(o-tolyl)phosphonium tetrakis(pentafluorophenyl)borate Ethyl-(S)-3-amino-3-(4-fluoro-2',5-dimethyl-6'-(pent-4-en-1-yloxy)-[1,1'-biphenyl]-3-yl)propanoate hydrochloride Cl.C(C)OC(C[C@@H](C=1C=C(C=C(C1F)C)C1=C(C=CC=C1OCCCC=C)C)N)=O.FC1=C(C(=C(C(=C1[B-](C1=C(C(=C(C(=C1F)F)F)F)F)(C1=C(C(=C(C(=C1F)F)F)F)F)C1=C(C(=C(C(=C1F)F)F)F)F)F)F)F)F.C1(=C(C=CC=C1)[PH+](C1=C(C=CC=C1)C)C1=C(C=CC=C1)C)C